4'-chloro-2,2':6',2''-terpyridine ClC1=CC(=NC(=C1)C1=NC=CC=C1)C1=NC=CC=C1